NC1=NC2=C(N1C)C=CC(=C2)C(=O)O 2-amino-1-methyl-1H-benzo[d]imidazole-5-carboxylic acid